9-(1-bromoethyl)-4-ethyl-7-methyl-3-(2-pyridyl)pyrazolo[3,4-c]isoquinolin-5-one BrC(C)C=1C=2C3=C(N(C(C2C=C(C1)C)=O)CC)N(N=C3)C3=NC=CC=C3